Methyl 2-{4-[(2S)-1-(pyridin-2-yl)pyrrolidin-2-yl]piperidin-1-yl}-6-azaspiro[3.4]octane-6-carboxylate N1=C(C=CC=C1)N1[C@@H](CCC1)C1CCN(CC1)C1CC2(C1)CN(CC2)C(=O)OC